FC(C(=O)C1=CC=C(C(=O)O)C=C1)(F)F 4-(2,2,2-trifluoroacetyl)benzoic acid